(4-(4-(benzo[d]thiazol-5-ylamino)quinolin-6-yl)-3-fluorophenyl)(hexahydropyrrolo[3,4-c]pyrrol-2(1H)-yl)methanone S1C=NC2=C1C=CC(=C2)NC2=CC=NC1=CC=C(C=C21)C2=C(C=C(C=C2)C(=O)N2CC1CNCC1C2)F